C(C)(C)C1=CC=C(C=C1)C1C(C=2C=CC(=CC2CC1)O)C1=CC=C(C=C1)CCNCCC 6-(4-isopropylphenyl)-5-(4-(2-(propylamino)ethyl)phenyl)-5,6,7,8-tetrahydronaphthalen-2-ol